COC(CO)N aminoethylene glycol monomethyl ether